(1S,3s)-1-methyl-3-((R)-4-methyl-3-((S)-1,1,1-trifluoro-2-hydroxypropan-2-yl)-4,5-dihydro-7H-isoxazolo[5,4-e]indazol-7-yl)cyclobutane-1-carbonitrile CC1(CC(C1)N1N=C2C[C@H](C3=C(C2=C1)ON=C3[C@](C(F)(F)F)(C)O)C)C#N